4-iodo-1-(2-methylpropyl)-5-phenyl-1H-imidazole IC=1N=CN(C1C1=CC=CC=C1)CC(C)C